C1N(CC12CCOCC2)C=2C1=C(N=CN2)NC(=C1)C1=CC=C(C=C1)NC(=O)C1=NC=CC(=C1)CN1C[C@@H](CCC1)N (R)-N-(4-(4-(7-oxa-2-azaspiro[3.5]nonan-2-yl)-7H-pyrrolo[2,3-d]pyrimidin-6-yl)phenyl)-4-((3-aminopiperidin-1-yl)methyl)pyridine-2-carboxamide